O[C@@H]1C[C@H](N(C1)C([C@H](C(C)(C)C)NC(CCCCCCCCCCCCCC(=O)O)=O)=O)C(NCC1=CC=C(C=C1)C1=C(N=CS1)C)=O 15-(((S)-1-((2S,4R)-4-hydroxy-2-((4-(4-methylthiazol-5-yl)benzyl)carbamoyl)pyrrolidin-1-yl)-3,3-dimethyl-1-oxobutan-2-yl)amino)-15-oxopentadecanoic acid